ClC=1C=C2C(=CNC2=CC1)C1=CC=C(C=C1)Cl 5-chloro-3-(4-chlorophenyl)-indole